Cl.CN1N=CC(=C1C1=NSC(=N1)N)C 3-(1,4-dimethyl-1H-pyrazol-5-yl)-1,2,4-thiadiazole-5-amine hydrochloride